DIMETHYL-DECADIENAL (1-Methyl-1H-1,2,4-triazol-3-yl)methyl-(2-methyl-1-((2-(trifluoromethyl)pyridin-4-yl)carbamoyl)-2,4,5,6-tetrahydrocyclopenta[c]pyrrol-4-yl)carbamate CN1N=C(N=C1)CN(C(O)=O)C1CCC2=C(N(C=C21)C)C(NC2=CC(=NC=C2)C(F)(F)F)=O.CC(=C(C=O)C)C=CCCCCC